5-(tert-butoxymethyl)furfural C(C)(C)(C)OCC1=CC=C(C=O)O1